FC1=CC(=C(C=N1)NC(CC(=O)OCC)=O)C ethyl 3-[(6-fluoro-4-methyl-3-pyridyl)amino]-3-oxo-propanoate